i-butyl ether C(C(C)C)OCC(C)C